N-(9-ethyl-5-fluoro-9-hydroxy-4-methyl-10,13-dioxo-2,3,9,10,13,15-hexahydro-1H,12H-benzo[de]pyrano[3',4':6,7]indolizino[1,2-b]quinolin-1-yl)-3-hydroxy-2-methylpropanamide C(C)C1(C(OCC=2C(N3CC=4C(=NC=5C=C(C(=C6C5C4C(CC6)NC(C(CO)C)=O)C)F)C3=CC21)=O)=O)O